C(C)(C)(C)OC(=O)N1CCC(CCC1)/C=N/[S@](=O)C(C)(C)C 4-[(E)-{[(R)-2-methylpropane-2-sulfinyl]imino}methyl]azepane-1-carboxylic acid tert-butyl ester